ClC1=CC2=C(N=N1)N(CC2)[C@@H]2CC[C@H]1CN(C[C@H]12)C(=O)C=1SC(=CC1)C |o1:10,13,17| rel-[(3aS,4R,6aR)-4-(3-chloro-5,6-dihydro-7H-pyrrolo[2,3-c]pyridazin-7-yl)hexahydrocyclopenta[c]pyrrol-2(1H)-yl](5-methyl-2-thienyl)methanone